C([C@@H](O)C)(=O)O.NNC(=N)N aminoguanidine L-lactate